NC1=NC=CC2=CC=C(C=C12)C=1C=C2C(=NN(C2=CC1)[C@@H](C)CC)COC1=C(C=CC=C1)CC(=O)O (S)-2-(2-((5-(1-aminoisoquinolin-7-yl)-1-(sec-butyl)-1H-indazol-3-yl)methoxy)phenyl)acetic acid